(±)-N-(3-(4-(chloromethyl)phenyl)oxetan-3-yl)-2-methyl-N-((2-(trimethylsilyl)ethoxy)methyl)propane-2-sulfinamide ClCC1=CC=C(C=C1)C1(COC1)N([S@](=O)C(C)(C)C)COCC[Si](C)(C)C |r|